methyl-vinyl-cyclopentasiloxane C[Si]1(O[SiH2]O[SiH2]O[SiH2]O[SiH2]O1)C=C